COC(=O)C12CCCN2CCC1CO (hydroxymethyl)hexahydro-1H-pyrrolizine-7a-carboxylic acid methyl ester